C1(CCCCC1)COC1=C(C(=O)O)C(=CC(=C1C)OCOC)OCOC 2-(cyclohexylmethoxy)-4,6-bis(methoxymethoxy)-3-methylbenzoic acid